rac-methyl (5aR,6S,7R,8R,8aS)-3-chloro-8,8a-dihydroxy-6-phenyl-5a-(4-(trifluoromethyl)phenyl)-5a,7,8,8a-tetrahydro-6H-cyclopenta[4,5]furo[3,2-b]pyridine-7-carboxylate ClC=1C=C2C(=NC1)[C@]1([C@@](O2)([C@@H]([C@H]([C@H]1O)C(=O)OC)C1=CC=CC=C1)C1=CC=C(C=C1)C(F)(F)F)O |r|